tert-butyl (4aS,9bS)-2-oxo-7-(trifluoromethyl)-3,4,4a,9b-tetrahydrobenzofuro[3,2-b]pyridine-1-carboxylate O=C1CC[C@H]2[C@@H](N1C(=O)OC(C)(C)C)C1=C(O2)C=C(C=C1)C(F)(F)F